COC(=O)C=1C=C(C=NC1NC=1SC(=C(N1)C1=CC(=C(C=C1)Cl)Cl)C(C)C)C1=NC=CC=C1 6'-(4-(3,4-dichlorophenyl)-5-isopropylthiazol-2-ylamino)-2,3'-bipyridine-5'-carboxylic acid methyl ester